tert-Butyl 4-(2-(Benzofuran-2-yl)-5-ethyl-7-oxo-4-(2-oxo-2-((4-(pentafluoro-λ6-sulfanyl)phenyl)amino)ethyl)-4,7-dihydro-[1,2,4]triazolo[1,5-a]pyrimidin-6-yl)piperazine-1-carboxylate O1C(=CC2=C1C=CC=C2)C2=NN1C(N(C(=C(C1=O)N1CCN(CC1)C(=O)OC(C)(C)C)CC)CC(NC1=CC=C(C=C1)S(F)(F)(F)(F)F)=O)=N2